4-(2,5-Diazabicyclo[2.2.2]octan-2-yl)-7-(8-ethynyl-7-fluoro-3-hydroxynaphthalen-1-yl)-2-((1-(pyrrolidin-1-ylmethyl)cyclopropyl)methoxy-d2)pyrimido[4,5-d]pyridazin-8(7H)-one C12N(CC(NC1)CC2)C2=NC(=NC=1C(N(N=CC12)C1=CC(=CC2=CC=C(C(=C12)C#C)F)O)=O)OC([2H])([2H])C1(CC1)CN1CCCC1